[N-](S(=O)(=O)C(F)(F)F)S(=O)(=O)C(F)(F)F.C(C)N1C=[N+](C=C1)C 1-Ethyl-3-methylimidazolium-bis(trifluoromethylsulfonyl)imid